C[C@@H]1C[C@H](C(N1)=O)C[C@@H](C=O)NC(OCC1=CC=CC=C1)=O benzyl ((S)-1-((3S,5R)-5-methyl-2-oxopyrrolidin-3-yl)-3-oxopropan-2-yl)carbamate